vinyl phosphorate P(OC=C)([O-])([O-])=O